N-tert-butyl-7-[(1S,5R)-3-(2-chloro-4-fluoro-benzoyl)-3,8-diazabicyclo[3.2.1]octan-8-yl]-1-cyclopropyl-indazole-5-sulfonamide C(C)(C)(C)NS(=O)(=O)C=1C=C2C=NN(C2=C(C1)N1[C@@H]2CN(C[C@H]1CC2)C(C2=C(C=C(C=C2)F)Cl)=O)C2CC2